1-benzyl 2-methyl (2S,4R)-4-(difluoromethoxy)pyrrolidine-1,2-dicarboxylate FC(O[C@@H]1C[C@H](N(C1)C(=O)OCC1=CC=CC=C1)C(=O)OC)F